O=C1OCCC12CCN(CC2)C(=O)[O-] 1-oxo-2-oxa-8-azaspiro[4.5]decane-8-carboxylate